chlorotris(4,4,4-trifluorobutyl)silane Cl[Si](CCCC(F)(F)F)(CCCC(F)(F)F)CCCC(F)(F)F